N(C1=CC=CC=C1)C1=CC(=NC=N1)NC1=CC=CC=C1 dianilinopyrimidine